FC1=CC(=C(C=C1)N1C(NC2=CC=CC=C2C1)=O)C 3-(4-fluoro-2-methylphenyl)-3,4-dihydroquinazolin-2(1H)-one